1-{2-[3-(4-methylpiperazin-1-yl)pyrazol-1-yl]phenyl}methanamine CN1CCN(CC1)C1=NN(C=C1)C1=C(C=CC=C1)CN